[Cl-].C1(C=CCCC1)=[Zn] cyclohex-2-enyl-1-ylzinc (II) chloride